C(#N)C(CC=1C=C2C=NNC2=CC1)NC(=O)[C@@H]1[C@H]2CC[C@@H](N1)C2 (1S,2S,4R)-N-[1-cyano-2-(1H-indazol-5-yl)ethyl]-3-azabicyclo[2.2.1]heptane-2-carboxamide